Tris(amino)butyl-germanium NC(CCC[Ge])(N)N